BrC1C=2N(C3=C(C(=N1)C1=C(C=CC=C1F)F)C(=CC=C3)Cl)C(=NN2)C=2N=NC=CC2 bromo-7-chloro-6-(2,6-difluorophenyl)-1-pyridazin-3-yl-4H-[1,2,4]Triazolo[4,3-a][1,4]Benzodiazepine